ClC=1C(=C2C(=NC1COC)CN(C2)C(=O)[C@H]2CN(CC2)C2=NC=NC=C2)C [3-Chloro-2-(methoxymethyl)-4-methyl-5,7-dihydropyrrolo[3,4-b]pyridin-6-yl]-[(3R)-1-pyrimidin-4-ylpyrrolidin-3-yl]methanon